3-(4-amino-7-(cyclopropanecarbonyl)-3-((2-cyclopropyl-2H-indazol-6-yl)ethynyl)-1H-pyrazolo[4,3-c]pyridin-1-yl)pyrrolidin NC1=NC=C(C2=C1C(=NN2C2CNCC2)C#CC=2C=CC1=CN(N=C1C2)C2CC2)C(=O)C2CC2